C[C@@H]1CN(C[C@@H](C1)C1=CNC(C=C1)=O)C(C(=O)N)C (3S,5S)-(3-methyl-5-(6-oxo-1,6-dihydropyridin-3-yl)piperidin-1-yl)propionamide